O=S1(CC(C=C1)NC(=O)C=1C(NC2=CC(=CC=C2C1)C1=C(C=CC=C1)F)=O)=O N-(1,1-Dioxido-2,3-dihydrothiophen-3-yl)-7-(2-fluorophenyl)-2-oxo-1,2-dihydroquinoline-3-carboxamide